4-(aminomethyl)-4-(2-bromo-4-chlorophenyl)-3-(3-chloro-2-fluorophenyl)-5-neopentylpyrrolidine-2-carboxylate NCC1(C(C(NC1CC(C)(C)C)C(=O)[O-])C1=C(C(=CC=C1)Cl)F)C1=C(C=C(C=C1)Cl)Br